N-(5-Cyano-6-(1-methyl-1H-pyrazol-3-yl)pyridin-3-yl)-1-(8-fluorochinolin-5-yl)-5-(trifluoromethyl)-1H-pyrazol-4-carboxamid C(#N)C=1C=C(C=NC1C1=NN(C=C1)C)NC(=O)C=1C=NN(C1C(F)(F)F)C1=C2C=CC=NC2=C(C=C1)F